C(CCCCCCCCCCCCCCCCCCCCCC)C=C(C(=O)O)C.FOC(C1=CC=CC=C1)(C1=CC=CC=C1)F difluorodiphenyl-methanol tricosyl-methacrylate